NC=1C2=C(N=CN1)N(C=C2C2=CC=C(C1=C2N=CO1)NC(=O)NC1=CC(=C(C=C1)CN1CCN(CC1)C)C(F)(F)F)C1CC1 1-(4-(4-amino-7-cyclopropyl-7H-pyrrolo[2,3-d]pyrimidin-5-yl)benzo[d]oxazol-7-yl)-3-(4-((4-methylpiperazin-1-yl)-methyl)-3-(trifluoromethyl)-phenyl)urea